S(C#N)CSC=1SC2=C(N1)C=CC=C2 2-(thiocyanato-methylthio)-1,3-benzothiazole